COC=1C(=CC2=C(C3=C(C=CO3)C=C2C1)C=1C=NC(=CC1)N1CCN(CC1)C)OC 6,7-dimethoxy-9-(6-(4-methylpiperazin-1-yl)pyridin-3-yl)naphtho[2,3]furan